C1(=CC=CC=C1)C1=CC=C(C=C1)C1=CC(=CC(=C1)C(F)(F)F)NC1=CC=C(C=C1)OC(F)(F)F 4'-phenyl-N-(4-trifluoromethoxyphenyl)-5-(trifluoromethyl)-[1,1'-biphenyl]-3-amine